C1(CCCCC1)CCC(=O)OC(CSCCCCCC(CCCCCSCC(CCCCCC)OC(CCC1CCCCC1)=O)OC(=O)C1CN(C1)C)CCCCCC ((6-((1-Methylazetidine-3-carbonyl)oxy)undecane-1,11-diyl)bis(sulfanediyl))bis-(octane-1,2-diyl) bis(3-cyclohexylpropanoate)